CC1=CC=C(C=2N1C=C(N2)CCCCC=O)S(=O)(=O)N2[C@@H](CCC2)C(=O)OC methyl ((5-methyl-2-(5-oxopentyl)imidazo[1,2-a]pyridin-8-yl)sulfonyl)-L-prolinate